N-isopropyl-ethylenediamine C(C)(C)NCCN